CC1=C(C=CC=C1)NC(=O)C1=CN=C[Se]1 N-(2-methylphenyl)-1,3-selenazol-5-carboxamide